2-amino-6-(2,2-difluoroethoxy)-4-(6-(6-((6-methoxypyridin-3-yl)methyl)-3,6-diazabicyclo[3.1.1]heptan-3-yl)pyridin-3-yl)pyrazolo[1,5-a]pyridine-3-carbonitrile NC1=NN2C(C(=CC(=C2)OCC(F)F)C=2C=NC(=CC2)N2CC3N(C(C2)C3)CC=3C=NC(=CC3)OC)=C1C#N